BrC=1C=C(C=CC1OC1=C(C=C(C=C1C)I)C)C(C)=O 1-(3-bromo-4-(4-iodo-2,6-dimethylphenoxy)phenyl)ethane-1-one